C(C)(C)(C)OC(N(C)CCOC1=C(C=CC(=C1)C)C=1OC2=C(C=CC=C2C(C1)=O)Cl)=O N-[2-[2-(8-chloro-4-oxo-chromen-2-yl)-5-methyl-phenoxy]ethyl]-N-methyl-carbamic acid tert-butyl ester